(Z)-2-chloro-N'-hydroxyacetimidamide ClC/C(/N)=N/O